N-cyclopentyl-6-methyl-2-phenyl-7-tosyl-7H-pyrrolo[2,3-d]pyrimidin-4-amine C1(CCCC1)NC=1C2=C(N=C(N1)C1=CC=CC=C1)N(C(=C2)C)S(=O)(=O)C2=CC=C(C)C=C2